5-FORMYL-2-PYRIDINECARBOXAMIDE C(=O)C=1C=CC(=NC1)C(=O)N